(3R)-3-amino-4,4-dimethylvaleric acid N[C@H](CC(=O)O)C(C)(C)C